3-(cyclopropylamino)acrylic acid n-propyl ester C(CC)OC(C=CNC1CC1)=O